C(C)(C)(C)N1CC(C(C1)C1=C(C=C(C=C1)F)F)C(=O)O 1-(tert-butyl)-4-(2,4-difluorophenyl)pyrrolidine-3-carboxylic acid